ethyl 1-(2-(dimethylamino)ethyl)-3-(trifluoromethyl)-1H-pyrazole-5-carboxylate CN(CCN1N=C(C=C1C(=O)OCC)C(F)(F)F)C